ClC1=NC2=CC(=C(C=C2C(=N1)NC1CCN(CC1)C1CC1)OC)OC 2-chloro-N-(1-cyclopropylpiperidin-4-yl)-6,7-dimethoxyquinazolin-4-amine